tert-Butyl (2S,3R,6R)-3-(((3-fluoro-4-methyl-5-(trifluoromethyl)pyridin-2-yl)amino)methyl)-2,6-dimethylmorpholine-4-carboxylate FC=1C(=NC=C(C1C)C(F)(F)F)NC[C@H]1N(C[C@H](O[C@H]1C)C)C(=O)OC(C)(C)C